ethylene glycol monobutyl ether acetate (2-butoxyethyl-acetate) C(CCC)OCCCC(=O)O.C(C)(=O)OCCOCCCC